O1C(C1)COC1=C(C2=CC=CC=C2C=C1)C#[N+][O-] (2-oxiranylmethoxy)-1-naphthonitrile oxide